CC(C)(C)S(=O)NCC=C(C)C 2-methyl-N-(3-methylbut-2-enyl)propane-2-sulfinamide